NC1=C(C(=NN1C1CC1)C1=CC=C(C=C1)CC(=O)NC1=CC(=NO1)CC(C)(C)C)C(=O)N 5-Amino-1-cyclopropyl-3-[4-[2-[[3-(2,2-dimethylpropyl)isoxazol-5-yl]amino]-2-oxoethyl]phenyl]pyrazole-4-carboxamide